1-(6-Methoxyquinolin-8-yl)cyclopropan-1-amine COC=1C=C2C=CC=NC2=C(C1)C1(CC1)N